CNC1=CC=C(C=C1)C1=CC=C(C=C1)NC N,N'-Dimethyl-4,4'-biphenyl-diamin